C(=O)(OC(C)(C)C)N[C@@H](CS)C(=O)O N-Boc-L-Cysteine